CN(C1=C(C=C(C=C1)N)C(F)(F)F)C N1,N1-dimethyl-2-(trifluoromethyl)benzene-1,4-diamine